ClC1=NC=CC=C1C=1C=NC(=CC1)C[N+]1=NOC(=C1)[N-]C(NC1=CC(=CC=C1)C(F)(F)F)=O (3-((2'-chloro-[3,3'-bipyridin]-6-yl)methyl)-1,2,3-oxadiazol-3-ium-5-yl)((3-(trifluoromethyl)phenyl)carbamoyl)amide